ClC(C(=O)OCC)(C(=O)OCC)Cl 1,3-diethyl 2,2-dichloromalonate